C[C@H]1N(C[C@@H](NC1)C)C(C)C=1C=C2N=CC=NC2=CC1 6-(1-((2r,5s)-2,5-dimethylpiperazin-1-yl)ethyl)quinoxaline